fluorodimethyl-(phenyl)silane (S)-tert-butyl-10-((2-(1-(3-ethoxy-4-methoxyphenyl)-2-(methylsulfonyl)ethyl)-1,3-dioxoisoindolin-4-yl)amino)-10-oxodecanoate C(C)(C)(C)OC(CCCCCCCCC(=O)NC1=C2C(N(C(C2=CC=C1)=O)[C@H](CS(=O)(=O)C)C1=CC(=C(C=C1)OC)OCC)=O)=O.F[Si](C1=CC=CC=C1)(C)C